(2R,3S,4S,5R,6R)-2-((benzoyloxy)methyl)-6-((1-((tert-butyldimethylsilyl)oxy)-4-oxobutan-2-yl)thio)tetrahydro-2H-pyran C(C1=CC=CC=C1)(=O)OC[C@@H]1O[C@@H](CCC1)SC(CO[Si](C)(C)C(C)(C)C)CC=O